BrC=1SC=C(N1)CN1CC(CCC1)CNC(OC(C)(C)C)=O tert-Butyl (1-[(2-bromo-1,3-thiazol-4-yl)methyl]piperidin-3-yl)methylcarbamate